2,4-bistrifluoromethyl-benzoyl chloride FC(C1=C(C(=O)Cl)C=CC(=C1)C(F)(F)F)(F)F